C(C)(C)(C)OC(C[C@H]1C2=C(C3=C(C(N1C(=O)OC(C)(C)C)=O)C=CC=C3)C(=NO2)C)=O tert-butyl (S)-4-(2-(tert-butoxy)-2-oxoethyl)-1-methyl-6-oxo-4,6-dihydro-5H-benzo[c]isoxazolo[4,5-e]azepine-5-carboxylate